ClC1=C(C=CC=C1F)NC1=C(NC2=C1C(NCC2)=O)C2=C(C=NC=C2)OC[C@H]2N(CCC2)C(=O)OC(C)(C)C tert-butyl (2S)-2-{[(4-{3-[(2-chloro-3-fluorophenyl)amino]-4-oxo-1H,5H,6H,7H-pyrrolo[3,2-c]pyridin-2-yl}pyridin-3-yl)oxy]methyl}pyrrolidine-1-carboxylate